C(C)C1=CC=C(C=C1)S(=O)(=O)C=1C=NC2=CC=C(C=C2C1N1CCN(CC1)C)F 3-((4-ethylphenyl)sulfonyl)-6-fluoro-4-(4-methylpiperazin-1-yl)quinoline